FC1=NC(=CC(=C1)N(C=1SC(=C(N1)C(=O)NC1C(CC1)(C)C)C)C=O)F 2-[(2,6-difluoro-4-pyridinyl)-formyl-amino]-N-(2,2-dimethylcyclobutyl)-5-methyl-thiazole-4-carboxamide